NC1=CC(C(NC1=NC=1C(=NN2C1C=CC=C2)OCCC)=NC=2C(=NN1C2C=CC=C1)OCCC)=N N,N'-(5-amino-3-iminopyridine-2,6(1H,3H)-diylidene)bis(2-propoxypyrazolo[1,5-a]pyridin-3-amine)